3-bromo-8-(4-(2,3-dihydrobenzo[b][1,4]dioxin-6-yl)-1H-indol-1-yl)-6-methyl-1,7-naphthyridine BrC=1C=NC2=C(N=C(C=C2C1)C)N1C=CC2=C(C=CC=C12)C1=CC2=C(OCCO2)C=C1